racemic-tert-butyl N-[2-(5-cyclopropylimidazol-1-yl)-1-methyl-ethyl]carbamate C1(CC1)C1=CN=CN1C[C@@H](C)NC(OC(C)(C)C)=O |r|